FC1=C(C(=C(C(=C1F)F)F)F)C=1C(=C(C(=C(C1F)F)F)F)C1=C(C(=C(C(=C1F)F)F)F)F perfluoroterphenyl